1-[1,2-bis[(Z)-octadec-9-enoxy]ethyl]tridecyl N-[2-[2-[2-(2-hydroxyethoxy)ethoxy]ethoxy]ethyl]carbamate OCCOCCOCCOCCNC(OC(CCCCCCCCCCCC)C(COCCCCCCCC\C=C/CCCCCCCC)OCCCCCCCC\C=C/CCCCCCCC)=O